C(C)(C)(C)OC(=O)N(C(OC(C)(C)C)=O)C1=CC(=C2OC(CCCCC[C@@](C3=NN=C(C1=N2)O3)(C(F)(F)F)O)CC)C(F)(F)F tert-butyl N-tert-butoxycarbonyl-N-[(6R)-12-ethyl-6-hydroxy-6,15-bis(trifluoromethyl)-13,19-dioxa-3,4,18-triazatricyclo[12.3.1.12,5]nonadeca-1(18),2,4,14,16-pentaen-17-yl]carbamate